C(CCCCCCC\C=C/C\C=C/CCCCC)(=O)OCC1OC(OC1COC(CCCCCCCCCCCCCCCC)=O)CCCCN(C)CC (2-(4-(ethyl(methyl)amino)butyl)-5-((heptadecanoyloxy)methyl)-1,3-dioxolan-4-yl)methyl (9Z,12Z)-octadeca-9,12-dienoate